1-[(3S)-3-{8-amino-1-[2-(1-cyclopropyl-6-fluoro-1,3-benzodiazol-5-yl)ethynyl]imidazo[1,5-a]pyrazin-3-yl}pyrrolidin-1-yl]prop-2-en-1-one NC=1C=2N(C=CN1)C(=NC2C#CC2=CC1=C(N(C=N1)C1CC1)C=C2F)[C@@H]2CN(CC2)C(C=C)=O